(3S,10S)-7-((3S,5R)-4-acryloyl-3,5-dimethylpiperazin-1-yl)-10-(2,4-difluorophenyl)-3-((trideuteriomethoxy)methyl)-9-(trifluoromethyl)-2H-[1,4]thiazino[2,3,4-ij]quinazolin-5(3H)-one C(C=C)(=O)N1[C@H](CN(C[C@H]1C)C1=NC(N2C3=C(C(=C(C=C13)C(F)(F)F)C1=C(C=C(C=C1)F)F)SC[C@@H]2COC([2H])([2H])[2H])=O)C